molybdenum titanium tungsten niobium tin [Sn].[Nb].[W].[Ti].[Mo]